[Si](C)(C)(C(C)(C)C)O[C@H]1[C@@H]([C@@H](O[C@]1(CCl)CO[Si](C)(C)C(C)(C)C)N1C(NC(C=C1)=O)=O)OC 1-[(2R,3S,4S,5R)-4-[(tert-butyldimethylsilyl)oxy]-5-{[(tert-butyldimethylsilyl)oxy]methyl}-5-(chloromethyl)-3-methoxyoxolan-2-yl]-3H-pyrimidine-2,4-dione